CC1(OB(OC1(C)C)C1=CC2=C(C=C1)C1(COC1)OC2)C 4,4,5,5-tetramethyl-2-{3H-spiro[2-benzofuran-1,3'-oxetan]-5-yl}-1,3,2-dioxaborolane